bi-furandicarboxylic acid O1C(=C(C(=C1)C(=O)O)C(=O)O)C=1OC=CC1